CC1=C(C=CC(=C1)N1CCCC2=CC=CC=C12)C=1C=C2CCN[C@H](C2=CC1)CNC1=C(C(=O)O)C=CN=C1 (R)-3-(((6-(2-methyl-4-(3,4-dihydroquinolin-1(2H)-yl)phenyl)-1,2,3,4-tetrahydro-isoquinolin-1-yl)methyl)amino)isonicotinic acid